2-(2,5-dimethoxyphenyl) ethylene oxide COC1=C(C=C(C=C1)OC)C1CO1